ClC1=NN2C(N=CC3=C2CCCN3C(=O)NC3=CC(=NC=C3)C(F)(F)F)=C1 2-chloro-N-(2-(trifluoromethyl)pyridin-4-yl)-8,9-dihydropyrazolo[1,5-a]pyrido[2,3-e]pyrimidine-6(7H)-carboxamide